BrC=1C=CC2=C(N(C(=N2)OC)C(C)(C)C)C1 6-bromo-1-(tert-butyl)-2-methoxy-1H-benzo[d]imidazole